CC1=CC(=C(C=N1)C(=O)N)C1=CC=NC=C1 6-methyl-(4,4'-bipyridine)-3-carboxamide